tert-butyl ((S)-1-cyclohexyl-2-oxo-2-((S)-2-((4-phenyl-1,2,3-thiadiazol-5-yl)carbamoyl)pyrrolidin-1-yl)ethyl)carbamate C1(CCCCC1)[C@@H](C(N1[C@@H](CCC1)C(NC1=C(N=NS1)C1=CC=CC=C1)=O)=O)NC(OC(C)(C)C)=O